C[C@@H]1[C@H]([C@@H]1C=1C=NN(C1)C)C(=O)NC=1N=CC2=CC(=C(C=C2C1)N1CC[NH+](CC1)[C@@]1(COCC1)C)C (1R,2S,3R)-2-methyl-N-[7-methyl-6-[4-((S)-3-methyltetrahydrofuran-3-yl)piperazin-4-ium-1-yl]-3-isoquinolyl]-3-(1-methylpyrazol-4-yl)cyclopropanecarboxamide